methyl (3-((2-chloro-4-(trifluoromethyl)phenoxy)-methyl)benzoyl)-L-valinate ClC1=C(OCC=2C=C(C(=O)N[C@@H](C(C)C)C(=O)OC)C=CC2)C=CC(=C1)C(F)(F)F